C1(=CC=C2C=CC3=CC=CC4=CC=C1C2=C34)C3=CC=C4C=CC2=CC=CC1=CC=C3C4=C21 bi1e-pyrene